CN(C1=NC=2N(C3=CC(=CC=C13)CNC)C=NN2)C2=CC=CC=C2 N-methyl-8-((methylamino)methyl)-N-Phenyl-[1,2,4]triazolo[4,3-a]quinazolin-5-amine